8-(6-fluoropyridin-3-yl)-N-methylquinoxalin-6-amine FC1=CC=C(C=N1)C=1C=C(C=C2N=CC=NC12)NC